tert-butyl (S)-3-((6-chloro-2,4-dioxo-3,4-dihydropyrimidin-1(2H)-yl)methyl)piperidine-1-carboxylate ClC1=CC(NC(N1C[C@@H]1CN(CCC1)C(=O)OC(C)(C)C)=O)=O